NC=1N=NC(=CC1N1C[C@H]2CCC(C1)N2C2=CC(=NC=C2)C#CC2CC(C2)OC2CCN(CC2)C(=O)OC(C)(C)C)C2=C(C=CC=C2)OCOC tert-Butyl 4-((1r,3r)-3-((4-(3-(3-amino-6-(2-(methoxymethoxy)phenyl)pyridazin-4-yl)-3,8-diazabicyclo[3.2.1]octan-8-yl)pyridin-2-yl)ethynyl)cyclobutoxy)piperidine-1-carboxylate